OC[C@H]1[C@@H](C[C@H]2[C@@H]1CCC1=C(O2)C(=C(C=C1)C(=O)OC)C)OC1OCCCC1 Methyl (1S,2R,3aS,10aR)-1-(hydroxymethyl)-5-methyl-2-(tetrahydro-2H-pyran-2-yloxy)-2,3,3a,9,10,10a-hexahydro-1H-benzo[b]cyclopenta[f]oxepin-6-carboxylate